Chloropropyl-aluminum ClCCC[Al]